CCCCC(CC)COC(=O)C1=CC=CC=C1C(=O)OCC(CC)CCCC di-2-ethylhexylphthalate